C(C)P(CC)(CC)[Au-]Cl triethylphosphinogold (I) chloride